FC1=C2CN(CC2=CC=C1)C(=O)NC1=CC=C(C=C1)C1CCN(CC1)C(C(=O)NCC(C)(C)O)=O 4-fluoro-N-(4-(1-(2-((2-hydroxy-2-methylpropyl)amino)-2-oxoacetyl)piperidin-4-yl)phenyl)isoindoline-2-carboxamide